CC=1SC2=C(N1)C=CC(=C2)OC2=CC=C(C=C2)C(C)=O 1-{4-[(2-methyl-1,3-benzothiazol-6-yl)oxy]phenyl}ethanone